FC1=C2C(=NN=C(C2=C(C(=C1F)F)F)C#N)C=1SC2=C(C1)C=CC=C2 5,6,7,8-tetrafluoro-1-cyano-4-(2-benzothienyl)phthalazine